3-fluoro-4-methyl-N-(2-(N-phenylsulfamoyl)phenyl)benzamide FC=1C=C(C(=O)NC2=C(C=CC=C2)S(NC2=CC=CC=C2)(=O)=O)C=CC1C